The molecule is a polyunsaturated fatty acid that is hexadeca-2,4,8,10-tetraenoic acid substituted by a hydroxy group at position 7. All 4 double bonds have E- (trans-) geometry. It is a long-chain fatty acid, a straight-chain fatty acid, an alpha,beta-unsaturated monocarboxylic acid and a hydroxy polyunsaturated fatty acid. CCCCC/C=C/C=C/C(C/C=C/C=C/C(=O)O)O